C(C)(C)[C@H]1CC[C@H](CC1)N1CCC2(CC1)C(N(CC1=CC=CC=C12)CC(=O)OC(C)C)=O isopropyl 2-(1'-(cis-4-isopropyl-cyclohexyl)-3-oxo-1H-spiro[isoquinoline-4,4'-piperidin]-2(3H)-yl)acetate